N-(3,4-difluorobenzyl)-N-hydroxy-2,2-dimethylbutyramide FC=1C=C(CN(C(C(CC)(C)C)=O)O)C=CC1F